CNC(=O)C=1NC2=CC=CC(=C2C1)C1CCN(CC1)C(NCC1=CC(=CC=C1)C(F)(F)F)=O N-methyl-4-(1-((3-(trifluoromethyl)benzyl)carbamoyl)piperidin-4-yl)-1H-indole-2-carboxamide